C(C)(C)(C)C=1C=CC2=C([Se]NS2(=O)C2=CC=C(C=C2)C(C)(C)C)C1 (R)-5-tert-butyl-1-(p-tert-butylphenyl)benzo[d][1,3,2]thiaselenazol-1-one